BrC=1C=C2C=C(C=NC2=CC1)NC1=NC(=NC=C1)NC1=C(C=C(C=C1)N1CCN(CC1)C)OC 4-(6-bromo-3-quinolylamino)-2-[2-methoxy-4-(4-methyl-1-piperazinyl)phenylamino]pyrimidine